BrC1=CC(=C(CC2=NC3=C(N2C[C@H]2OCC2)C=C(C=C3)C(=O)OC)C=C1F)F (S)-methyl 2-(4-bromo-2,5-difluorobenzyl)-1-(oxetan-2-ylmethyl)-1H-benzo[d]imidazole-6-carboxylate